C(\C=C\C(=O)O)(=O)O.C(CC)=O propanal fumarate